C(C)NC(=O)N1CC2(CC1)OCCN1C2=CC=N1 N-ethyl-6,7-dihydrospiro[pyrazolo[5,1-c][1,4]oxazine-4,3'-pyrrolidine]-1'-carboxamide